tert-Butyl 4-(2-chloro-3-fluorophenyl)piperazine-1-carboxylate ClC1=C(C=CC=C1F)N1CCN(CC1)C(=O)OC(C)(C)C